N-[(1R)-1-methylprop-2-ynyl]-5-(2-pyridyl)thiophene-2-sulfonamide C[C@H](C#C)NS(=O)(=O)C=1SC(=CC1)C1=NC=CC=C1